[4-(bromomethyl)phenyl](2,4,6-trimethoxyphenyl)iodonium p-toluenesulfonate CC1=CC=C(C=C1)S(=O)(=O)[O-].BrCC1=CC=C(C=C1)[I+]C1=C(C=C(C=C1OC)OC)OC